(3-amino-6-cyclopropyl-1H-pyrazolo[3,4-b]pyridin-1-yl)(4-fluoro-2-methoxyphenyl)methanone NC1=NN(C2=NC(=CC=C21)C2CC2)C(=O)C2=C(C=C(C=C2)F)OC